iron-manganese oxide [O-2].[Mn+2].[Fe+2].[O-2]